(S)-2-(sec-Butyl)-3-methylbenzo[4,5]imidazo[1,2-a]pyrimidin-4(10H)-one [C@H](C)(CC)C=1N=C2N(C(C1C)=O)C1=C(N2)C=CC=C1